2-amino-4-bromo-3-fluoro-benzoic acid NC1=C(C(=O)O)C=CC(=C1F)Br